FC=1C=C(C=C(C1)F)C1=NO[C@@](C1)(C=C)C(=O)N[C@@H]1C[C@@H](OC1)C(=O)O (2R,4R)-4-({[(5S)-3-(3,5-difluorophenyl)-5-vinyl-4,5-Dihydroisoxazole-5-yl]carbonyl}amino)Tetrahydrofuran-2-Carboxylic acid